(trans-(5-chloro-2-cyanophenyl)cyclobutyl)carbamic acid tert-butyl ester C(C)(C)(C)OC(NC1(CCC1)C1=C(C=CC(=C1)Cl)C#N)=O